6,6-dimethyl-4,6-dihydropyrrolo[3,4-c]pyrazole-5(1H)-carboxamide CC1(N(CC2=C1NN=C2)C(=O)N)C